racemic-tert-butyl N-[5-(1-aminoethyl)-1-pyrimidin-2-yl-1,2,4-triazol-3-yl]carbamate N[C@H](C)C1=NC(=NN1C1=NC=CC=N1)NC(OC(C)(C)C)=O |r|